ClCCCOC1=CC=C(C=C1)C=1NC2=NC=CC=C2C(C1O)=O 2-(4-(3-chloropropoxy)phenyl)-3-hydroxy-1,8-naphthyridin-4(1H)-one